10,10-dimethylanthracen-9(10H)-one-1,8-d2 CC1(C=2C=CC=C(C2C(C2=C(C=CC=C12)[2H])=O)[2H])C